BrC1=CC=C(C=N1)OC=1C=C(C=C(C1)C1=CC(=CC(=C1)Cl)Cl)C(=O)OC methyl 5-((6-bromopyridin-3-yl) oxy)-3',5'-dichloro-[1,1'-biphenyl]-3-carboxylate